(R/S)-methylbenzylamine CNCC1=CC=CC=C1